OC1=CC=C(C=C1)C1(CC(=CC=C1)C=1SC=CC1)\C=C\C(=O)C1=CC=CC=C1 1-(4-hydroxyphenyl)-3-(thiophene-2-yl)chalcone